4-((5-(3-Methoxy-3-methyl-2-oxoindolin-1-yl)pyridin-3-yl)methyl)phthalazin-1(2H)-on COC1(C(N(C2=CC=CC=C12)C=1C=C(C=NC1)CC1=NNC(C2=CC=CC=C12)=O)=O)C